C(C1=CC=CC=C1)SC1=C(COCCCCN(C(OC(C)(C)C)=O)C2CCC(CC2)(F)F)C=C(C=C1)C tert-butyl (4-((2-(benzylthio)-5-methylbenzyl)oxy)butyl)(4,4-difluorocyclohexyl)carbamate